1-((3S,4S)-4-((4-((2',4'-difluoro-4-methoxy-[1,1'-biphenyl]-3-yl)amino)-7-Methoxyquinazolin-6-yl)oxy)-3-fluoropiperidin-1-yl)prop-2-en-1-one FC1=C(C=CC(=C1)F)C1=CC(=C(C=C1)OC)NC1=NC=NC2=CC(=C(C=C12)O[C@@H]1[C@H](CN(CC1)C(C=C)=O)F)OC